N-ethyl-3,6-dihydroimidazo[4,5-d]pyrrolo[2,3-b]pyridine-8-carboxamide C(C)NC(=O)C1=CNC2=NC=C3C(=C21)N=CN3